N2-(adamantan-1-yl)-6-cyclopropyl-7-(4-methoxyphenyl)-3,4-dihydropyrrolo[1,2-a]pyrazine-2,8(1H)-dicarboxamide C12(CC3CC(CC(C1)C3)C2)NC(=O)N2CC=3N(CC2)C(=C(C3C(=O)N)C3=CC=C(C=C3)OC)C3CC3